6-fluoro-1H-indole-2,3-dione FC1=CC=C2C(C(NC2=C1)=O)=O